CC1=C(OC2=C(C=C(C=C2C1=O)C)[C@@H](C)NC=1C(=NC=CC1)C(F)(F)F)C1=CC=CC=C1 3,6-Dimethyl-2-phenyl-8-[(1R)-1-[[2-(trifluoromethyl)-3-pyridyl]amino]ethyl]chromen-4-one